(1S,3S)-3-({2-[5-({[(cyclopropylmethyl)(methyl)carbamoyl]oxy}methyl)-1-methyl-1H-pyrazol-4-yl]-4-ethylpyrimidin-5-yl}oxy)cyclohexane-1-carboxylic acid C1(CC1)CN(C(=O)OCC1=C(C=NN1C)C1=NC=C(C(=N1)CC)O[C@@H]1C[C@H](CCC1)C(=O)O)C